racemic-2-chloro-1-(2,4-dichlorophenyl)ethanol tert-butyl-4-(5-bromo-6-isopropyl-4H-thieno[3,2-b]pyrrole-2-carbonyl)piperazine-1-carboxylate C(C)(C)(C)C1N(CCN(C1)C(=O)C1=CC=2NC(=C(C2S1)C(C)C)Br)C(=O)OC(CCl)C1=C(C=C(C=C1)Cl)Cl